4-(1H-pyrrolo[2,3-b]pyridin-3-yl)isoindol-1-one N1C=C(C=2C1=NC=CC2)C2=C1C=NC(C1=CC=C2)=O